((2-fluoro-4-iodophenyl)amino)-1-methyl-4-(3-(methylsulfonyl)phenoxy)-6-oxo-1,6-dihydropyridine-3-carboxamide FC1=C(C=CC(=C1)I)NC=1N(C(C=C(C1C(=O)N)OC1=CC(=CC=C1)S(=O)(=O)C)=O)C